ClC1=CC=C(C(=O)C2=C(C=CC=C2)C=2N(CCN2)C(C(C(C)C)NC(OC(C)(C)C)=O)=O)C=C1 tert-butyl (1-(2-(2-(4-chlorobenzoyl)phenyl)-4,5-dihydro-1H-imidazol-1-yl)-3-methyl-1-oxobutan-2-yl)carbamate